FC1=C(C=CC=C1)CC(=O)NC1=CC(=C(C=C1)C1=CC(=NN1C)C(F)(F)F)S(N)(=O)=O 2-(2-fluorophenyl)-N-{4-[1-Methyl-3-(trifluoromethyl)-1H-pyrazol-5-yl]-3-sulfamoylphenyl}acetamide